(2R,4S)-4-benzyl-N-((S)-1-((5-chloro-2-hydroxy-3-methylbenzyl)amino)-1-oxopropan-2-yl)pyrrolidine-2-carboxamide hydrochloride Cl.C(C1=CC=CC=C1)[C@H]1C[C@@H](NC1)C(=O)N[C@H](C(=O)NCC1=C(C(=CC(=C1)Cl)C)O)C